CN1N=CC(=C1)C=1N=C(C=2N(C1)N=CC2)O[C@H]2CN(CCC2)S(=O)(=O)\C=C\C 6-(1-methylpyrazol-4-yl)-4-[[(3R)-1-[(E)-prop-1-enyl]sulfonyl-3-piperidyl]oxy]pyrazolo[1,5-a]pyrazine